CC(CO)(C)N1N=CC(=C1)C1=NC(=NC=C1C(F)(F)F)S(=O)(=O)C 2-methyl-2-(4-(2-(methylsulfonyl)-5-(trifluoromethyl)pyrimidin-4-yl)-1H-pyrazol-1-yl)propan-1-ol